6-(trifluoromethyl)nicotinamide dihydrochloride Cl.Cl.FC(C1=NC=C(C(=O)N)C=C1)(F)F